(Sa)-6-(1-(4-(tert-Butyl)benzyl)-4-fluoro-1H-indol-7-carboxamido)spiro[3.3]heptan C(C)(C)(C)C1=CC=C(CN2C=CC3=C(C=CC(=C23)C(=O)NC2CC3(CCC3)C2)F)C=C1